5-Chloro-N2-(5-phenylpyridin-2-yl)-N4-(3-(trifluoromethyl)phenyl)pyrimidine-2,4-diamine ClC=1C(=NC(=NC1)NC1=NC=C(C=C1)C1=CC=CC=C1)NC1=CC(=CC=C1)C(F)(F)F